copper-nickel-zinc-lead [Pb].[Zn].[Ni].[Cu]